1-{(1S)-1-[(2S)-5-oxopyrrolidin-2-yl]ethoxy}-7-(propan-2-yloxy)isoquinoline-6-carboxamide O=C1CC[C@H](N1)[C@H](C)OC1=NC=CC2=CC(=C(C=C12)OC(C)C)C(=O)N